(R)-1-(1-(1-((1-(4-(1-(3-Amino-6-(2-hydroxyphenyl)pyridazin-4-yl)piperidin-3-yl)-3-methylbenzoyl)-4-methylpiperidin-4-yl)methyl)piperidin-4-yl)-1H-indol-5-yl)dihydropyrimidine NC=1N=NC(=CC1N1C[C@H](CCC1)C1=C(C=C(C(=O)N2CCC(CC2)(C)CN2CCC(CC2)N2C=CC3=CC(=CC=C23)N2CNCC=C2)C=C1)C)C1=C(C=CC=C1)O